((2S,6R)-2,6-Dimethylmorpholino)(5-(2,4,5-trifluoro-3-hydroxyphenyl)thiazol-2-yl)methanone C[C@@H]1O[C@@H](CN(C1)C(=O)C=1SC(=CN1)C1=C(C(=C(C(=C1)F)F)O)F)C